C1N(CC12CNC2)CC2=C(C=CC=C2)S(=O)(=O)N 2-(2,6-diazaspiro[3.3]heptan-2-ylmethyl)benzenesulfonamide